(2,6-dimethylhept-4,5-dien-2-yloxy)-3-ethoxybenzaldehyde CC(C)(CC=C=C(C)C)OC1=C(C=O)C=CC=C1OCC